4-(6-chloro-2-(2,6-difluoro-3,5-dimethoxyphenyl)pyrido[3,4-d]pyrimidin-4-yl)-2,6-dimethylmorpholine ClC1=CC2=C(N=C(N=C2N2CC(OC(C2)C)C)C2=C(C(=CC(=C2F)OC)OC)F)C=N1